COC=1C=C(C=CC1N)C1=CC(=C(N)C=C1)OC 3,3'-bismethoxybenzidine